FC=1C=C2C(=NC1O)N(N=C2)C2=CC=C(C=C2)N2CCN(CC2)S(=O)(=O)C 5-Fluoro-1-(4-(4-(methylsulfonyl)piperazin-1-yl)phenyl)-1H-pyrazolo[3,4-b]pyridin-6-ol